3-(3,7-dimethylocta-2,6-dien-1-yl)-2,4-dihydroxy-6-pentyl-N-(pyridin-3-ylsulfonyl)benzamide CC(=CCC=1C(=C(C(=O)NS(=O)(=O)C=2C=NC=CC2)C(=CC1O)CCCCC)O)CCC=C(C)C